CN1N=CC(=C1)C=1N=CN(C1)C1=C2C(=NC=C1)N(N=C2C(C)C)C(C2=CC=CC=C2)(C2=CC=CC=C2)C2=CC=CC=C2 4-[4-(1-methyl-1H-pyrazol-4-yl)-1H-imidazol-1-yl]-3-(propane-2-yl)-1-(triphenylmethyl)-1H-pyrazolo[3,4-b]pyridine